C(C)[GeH](N(CC)CC)CC Diethyl-(diethylamino)germanium hydride